ClC1=CC(=CC(=N1)N1CCN(CC1)S(=O)(=O)C1=CC=C(C=C1)N1C(O[C@@H]2[C@H]1CNC2)=O)C(F)(F)F (3aR,6aS)-3-[4-[4-[6-chloro-4-(trifluoromethyl)-2-pyridyl]piperazin-1-yl]sulfonylphenyl]-4,5,6,6a-tetrahydro-3aH-pyrrolo[3,4-d]oxazol-2-one